OC1CN(C1)C(=O)NC(C(NC1=CC=C(C=C1)[Si](C)(C)C)=O)C1=CC=C(C=C1)OC 3-hydroxy-N-(1-(4-methoxyphenyl)-2-oxo-2-((4-(trimethylsilyl)phenyl)amino)ethyl)azetidine-1-carboxamide